C(C)C1(C(NC(N1)=O)=O)C1=CC(=CC=C1)C(F)(F)F 5-ethyl-5-(3-(trifluoromethyl)phenyl)imidazolidine-2,4-dione